ClC1=NC2=C(N1C)C=CC(=C2)SCC2=CC=C(C=C2)OC 2-chloro-5-((4-methoxybenzyl)thio)-1-methyl-1H-benzo[d]imidazole